Tert-butyl ((5-(8-methoxy-2-oxo-2H-[1,3]oxazino[5,4-c][1,8]naphthyridin-1(4H)-yl)hexahydrocyclopenta[c]pyrrole-2(1H)-yl)sulfonyl)carbamate COC=1C=CC=2C3=C(C=NC2N1)COC(N3C3CC1C(CN(C1)S(=O)(=O)NC(OC(C)(C)C)=O)C3)=O